C(C)OC(C(C(=O)OCC)Cl)=O diethylchloromalonic acid